FC1=CC(=C(C(=O)OC)C=C1F)NC1=C(C=C(C=C1)F)C(C)C methyl 4,5-difluoro-2-((4-fluoro-2-isopropyl-phenyl)amino)-benzoate